methyl trans-2-(3-(2-carbamoyl-6-(trifluoromethoxy)-1H-indol-1-yl)phenyl)cyclopropane-1-carboxylate C(N)(=O)C=1N(C2=CC(=CC=C2C1)OC(F)(F)F)C=1C=C(C=CC1)[C@H]1[C@@H](C1)C(=O)OC